ClC=1C(=C2C=NNC2=C(C1F)C(C(=O)OC)C(=O)NC1CCC1)C=1N=CC=2N(C1)C=C(N2)NC(=O)[C@H]2[C@H](C2)F methyl 2-(5-chloro-6-fluoro-4-(2-((1S,2S)-2-fluorocyclopropane-1-carboxamido) imidazo[1,2-a]pyrazin-6-yl)-1H-indazol-7-yl)-3-(cyclobutylamino)-3-oxopropanoate